N(=[N+]=[N-])CCOCCOCCOCCOCCOCCOCC(=O)O 20-azido-3,6,9,12,15,18-hexaoxaeicosanoic acid